ClC1=CC=C(O1)C1C(=NN(C1(C(=O)NCC1CN(C2(COC2)CO1)C)C)C1=C(C=C(C=C1)F)F)C1=C(C=C(C=C1)F)F 4-(5-Chlorofuran-2-yl)-1,3-bis(2,4-difluorophenyl)-5-methyl-N-((5-methyl-2,8-dioxa-5-azaspiro[3.5]non-7-yl)methyl)-4,5-dihydro-1H-pyrazole-5-carboxamide